O=C1C[C@H](CN1C=1C=CC=2OCC(N(C2N1)COCC[Si](C)(C)C)=O)NC1CC(C1)NC(OC(C)(C)C)=O tert-Butyl N-[3-[[(3R)-5-oxo-1-[3-oxo-4-(2-trimethylsilylethoxymethyl)pyrido[3,2-b][1,4]oxazin-6-yl]pyrrolidin-3-yl]amino]cyclobutyl]carbamate